C(CCC\C=C/CC)OC(CCCC(=O)OCCCCCBr)OCCCC\C=C/CC 5-bromopentyl 5,5-bis(((Z)-oct-5-en-1-yl)oxy)pentanoate